6-[3-ethylsulfonyl-6-(triazol-2-yl)-2-pyridyl]-1-(2,2,3,3,3-pentafluoropropyl)-1,7-naphthyridin-2-one C(C)S(=O)(=O)C=1C(=NC(=CC1)N1N=CC=N1)C=1C=C2C=CC(N(C2=CN1)CC(C(F)(F)F)(F)F)=O